FC1(CC(C1)OC1=NC=CC2=C1SC(=N2)NC(CCNC2=NC=CC1=CC=C(C=C21)C2=NOC(=N2)C)=O)F N-[4-(3,3-difluorocyclobutoxy)-[1,3]thiazolo[5,4-c]pyridin-2-yl]-3-{[7-(5-methyl-1,2,4-oxadiazol-3-yl)isoquinolin-1-yl]amino}propanamide